1,4-dibromo-2,5-dichlorobenzene BrC1=C(C=C(C(=C1)Cl)Br)Cl